OC1(CC2(CN(C2)C(=O)OC(C)(C)C)CC1)C1=CC=C(C=C1)C(F)(F)F Tert-butyl 6-hydroxy-6-[4-(trifluoromethyl)phenyl]-2-azaspiro[3.4]octane-2-carboxylate